tert-butyl (S)-1-[[2-(difluoromethyl)phenyl]methyl]-4-methyl-1H,4H,5H,6H,7H-[1,2,3]triazolo[4,5-c]pyridine-5-carboxylate FC(C1=C(C=CC=C1)CN1N=NC=2[C@@H](N(CCC21)C(=O)OC(C)(C)C)C)F